ClC=1C=CC(=C(C1)C1=CC=C2C(=CN=NC2=C1)NCC1=C(C=C(C=C1)OC)OC)C1=NN(C=C1)C1OCCCC1 7-[5-CHLORO-2-[1-(OXAN-2-YL)PYRAZOL-3-YL]PHENYL]-N-[(2,4-DIMETHOXYPHENYL)METHYL]CINNOLIN-4-AMINE